2-(cyclopropylmethoxy)-3-(1-ethyl-1,2,3,6-tetrahydropyridin-4-yl)-6-nitroaniline C1(CC1)COC1=C(N)C(=CC=C1C=1CCN(CC1)CC)[N+](=O)[O-]